ClC1=C(C=NC2=CC=CC=C12)NC(CCCC)=O N-(4-chloroquinolin-3-yl)valeramide